1-(thiophen-3-yl)propan-2-ol S1C=C(C=C1)CC(C)O